(Z)-N-(5-((5-fluoro-2-oxoindol-3-ylidene)methyl)-4-methyl-1H-pyrrol-3-yl)-4-methylpiperazine-1-carboxamide FC=1C=C2/C(/C(NC2=CC1)=O)=C/C1=C(C(=CN1)NC(=O)N1CCN(CC1)C)C